3-fluoro-8-methyl-8-(trifluoromethyl)-7,8-dihydro-6H-pyrazolo[1,5-a]pyrrolo[2,3-e]pyrimidine-6-carboxylic acid tert-butyl ester C(C)(C)(C)OC(=O)N1CC(C2=C1C=NC=1N2N=CC1F)(C(F)(F)F)C